OC=1C=C(CC(CO)(C(CO)CC2=CC(=CC=C2)O)O)C=CC1 (-)-2,3-bis(3-hydroxybenzyl)butane-1,2,4-triol